7-(2-Hydroxyethyl)-8-(phenylamino)-8-(trifluoro-methyl)-8,9-dihydrofuro[3,2-f]isoquinolin-6(7H)-one OCCN1C(C2=CC=C3C(=C2CC1(C(F)(F)F)NC1=CC=CC=C1)C=CO3)=O